C(C)(=O)C1CC(CC1)NC/C=C/C(=O)OC methyl (E)-4-((3-acetylcyclopentyl)amino)but-2-enoate